C(C)(C)(C)OC(=O)C1=NN(C=C1)C(=O)N1CCC2(CCN(C2)C(=O)OC(C)(C)C)CC1 t-butyl 8-(3-(t-butoxycarbonyl)-1H-pyrazole-1-carbonyl)-2,8-diazaspiro[4.5]decane-2-carboxylate